(S)-2-(2-(3-methylpyridin-2-yl)acetamido)-4-((2-phenoxyethyl)(4-(5,6,7,8-tetrahydro-1,8-naphthyridin-2-yl)butyl)amino)butanoic acid CC=1C(=NC=CC1)CC(=O)N[C@H](C(=O)O)CCN(CCCCC1=NC=2NCCCC2C=C1)CCOC1=CC=CC=C1